N1(C=NC=C1)C1=C(C=CC=C1)C1=CC=CC=C1 (1H-imidazol-1-yl)-[1,1'-biphenyl]